Tert-butyl 4-(4-(2-(2-aminopyridin-3-yl)-5-(3,6-dihydro-2H-pyran-4-yl)-3H-imidazo[4,5-b]pyridin-3-yl)benzyl)piperazine-1-carboxylate NC1=NC=CC=C1C1=NC=2C(=NC(=CC2)C=2CCOCC2)N1C1=CC=C(CN2CCN(CC2)C(=O)OC(C)(C)C)C=C1